N-(4-(9H-carbazol-9-yl)phenyl)-4-(9H-carbazol-9-yl)-N-(4-(3a,11b-dihydro-1H-imidazo[4,5-f][1,10]phenanthroline-2-yl)phenyl)aniline C1=CC=CC=2C3=CC=CC=C3N(C12)C1=CC=C(C=C1)N(C1=CC=C(C=C1)N1C2=CC=CC=C2C=2C=CC=CC12)C1=CC=C(C=C1)C=1NC2C(C=3C=CC=NC3C=3N=CC=CC23)N1